[C@H]1(CCCC2=CC=CC=C12)N1C(CCC1)C(=O)N ((R)-1,2,3,4-tetrahydronaphthalen-1-yl)pyrrolidine-2-carboxamide